1-bromo-3,3,3-trifluoropropene BrC=CC(F)(F)F